4-bromo-N-(3-chloro-5-methylsulfonylphenyl)thiophene-2-carboxamide BrC=1C=C(SC1)C(=O)NC1=CC(=CC(=C1)S(=O)(=O)C)Cl